Cl.ClC1=CC=C(C=C1)C(N1[C@@H](CN[C@H](C1)C)C)C1CC(C1)(F)F (2R,5S)-1-((4-Chlorophenyl)(3,3-difluorocyclobutyl)methyl)-2,5-dimethylpiperazin hydrochloride